SODIUM CARBON DIOXIDE C(=O)=O.[Na]